ClC=1C=2N(C=CC1)N=C(C2)[C@@H]2N(CCC1=C2N=CN1)C(=O)C1=C(N=C(O1)C(C)(C)O)C (R)-(4-(4-chloropyrazolo[1,5-a]pyridin-2-yl)-6,7-dihydro-1H-imidazo[4,5-c]pyridin-5(4H)-yl)(2-(2-hydroxypropan-2-yl)-4-methyloxazol-5-yl)methanone